CC1N(CCNC1)C(=O)O methyl-piperazine-1-carboxylic acid